BrCC(=O)NC1=C(C=C(C=C1)SC(F)(F)F)Cl 2-bromo-N-(2-chloro-4-((trifluoromethyl)thio)phenyl)acetamide